2-(4-bromo-2-methoxy-phenoxy)tetrahydropyran BrC1=CC(=C(OC2OCCCC2)C=C1)OC